Racemic-2-(3-(cyclobutyl(4-methyl-4H-1,2,4-triazol-3-yl)methyl)phenyl)-4-(trifluoromethyl)isoindolin-1-one C1(CCC1)[C@H](C=1C=C(C=CC1)N1C(C2=CC=CC(=C2C1)C(F)(F)F)=O)C1=NN=CN1C |r|